ClC=1C=C(C=CC1Cl)CSCC1=CC(=C(C=C1)Cl)Cl 3,4-dichlorophenylmethyl sulfide